1-Boc-3-azetidinemethanol C(=O)(OC(C)(C)C)N1CC(C1)CO